(2S)-2-[[(2S)-2-amino-4-[5-[bis(2-chloroethyl)amino]-1-methyl-benzimidazol-2-yl]butanoyl]amino]-3-(4-fluorophenyl)propanoic acid dihydrochloride Cl.Cl.N[C@H](C(=O)N[C@H](C(=O)O)CC1=CC=C(C=C1)F)CCC1=NC2=C(N1C)C=CC(=C2)N(CCCl)CCCl